NC=1C=2N(C3=C(N1)C=NC(=C3)C(=O)N([C@@H]3COC1=C3C=CC(=C1)C(F)(F)F)CC)C=NC2C (S)-4-amino-N-ethyl-3-methyl-N-(6-(trifluoromethyl)-2,3-dihydrobenzofuran-3-yl)imidazo[1,5-a]pyrido[3,4-e]pyrazine-8-carboxamide